1-(chloromethyl)-4-fluoro-1,4-diazabicyclo[2.2.2]octane-1,4-diium ClC[N+]12CC[N+](CC1)(CC2)F